ClC1=CC=C(C=C1)NC(NCCC1=C(C=CC=C1)Cl)=O 3-(4-Chlorophenyl)-1-[2-(2-chlorophenyl)ethyl]urea